BrC=1C(=C2CN(C(C2=CC1)=O)C1C(NC(CC1)=O)=O)F 3-(5-bromo-4-fluoro-1-oxoisoindolin-2-yl)piperidine-2,6-dione